2-(3-fluorophenyl)-4-oxo-1,4-dihydroquinoline-6-carboxylic acid FC=1C=C(C=CC1)C=1NC2=CC=C(C=C2C(C1)=O)C(=O)O